tert-butyl (1-(2'-amino-4'-nitro-[1,1'-biphenyl]-3-carbonyl)pyrrolidin-3-yl)carbamate NC1=C(C=CC(=C1)[N+](=O)[O-])C1=CC(=CC=C1)C(=O)N1CC(CC1)NC(OC(C)(C)C)=O